ClC1=C(C(=O)O)C=CC(=C1)OC1=CC=CC=2C=C(OC21)C 2-chloro-4-((2-methylbenzofuran-7-yl)oxy)benzoic acid